amino-1-methyl-1,8-naphthyridin-4-one NC=1N(C2=NC=CC=C2C(C1)=O)C